CC1(OB(OC1(C)C)C=1C=CC(=NC1)N1CCOCC1)C 4-[5-(4,4,5,5-tetramethyl-1,3,2-dioxaborolan-2-yl)-2-pyridinyl]morpholine